2,4,6-tributyl-1,3,5,2,4,6-trioxatriphosphinane-2,4,6-trioxide C(CCC)P1(OP(OP(O1)(CCCC)=O)(CCCC)=O)=O